N-(4-(2-chloro-4-fluorophenyl)-2-oxo-2H-chromen-7-yl)-N-methyl-D-alanine ClC1=C(C=CC(=C1)F)C1=CC(OC2=CC(=CC=C12)N([C@H](C)C(=O)O)C)=O